C1(CCC1)N1C=CC=2C1=NC=C(C2)NC(=O)C=2C=C1CN(C(C1=CC2)=O)C2C(NC(CC2)=O)=O N-{1-cyclobutylpyrrolo[2,3-b]pyridin-5-yl}-2-(2,6-dioxopiperidin-3-yl)-1-oxo-3H-isoindole-5-carboxamide